ClC1=C(C=CC=C1)C1=NCC(NC2=C1C=C(C=C2)[N+](=O)[O-])=O 5-(2-chlorophenyl)-7-nitro-1H-1,4-benzo-diazepin-2(3H)-one